NC=1SC2=C(N1)C=CC(=C2O)Br 2-amino-6-bromobenzo[d]thiazole-7-ol